C(C)C1C(OC(CC1)CC)=O 3,6-diethyltetrahydro-2h-pyran-2-one